N-(3-(4-((1H-indazol-5-yl)amino)pyrimidin-2-yl)phenyl)morpholine-4-carboxamide HCl salt Cl.N1N=CC2=CC(=CC=C12)NC1=NC(=NC=C1)C=1C=C(C=CC1)NC(=O)N1CCOCC1